9-(6-methoxy-5-nitro-2H-indazol-2-yl)-3-azaspiro[5.5]undecane-3-carboxylate COC=1C(=CC2=CN(N=C2C1)C1CCC2(CCN(CC2)C(=O)[O-])CC1)[N+](=O)[O-]